C(C1=CC=CC=C1)OS(=O)(=O)C1=CC=CC2=CC=CC=C12.C(=O)(O)C1=CC=C(OCCCCCCOC2=CC=C(C=C2)C(=O)O)C=C1 1,6-bis(4-carboxyphenoxy)hexane benzyl-naphthalenesulfonate